N-(5-(4-chloroisothiazol-5-yl)-1,3,4-thiadiazol-2-yl)-3-methoxy-4-((2-methoxyethyl)amino)-2-oxo-2H-pyran-6-carboxamide ClC=1C=NSC1C1=NN=C(S1)NC(=O)C1=CC(=C(C(O1)=O)OC)NCCOC